2-((2-ethyl-6-(6-(4-(piperidine-1-carbonyl)piperidin-1-yl)pyridin-3-yl)imidazo[1,2-a]pyridin-3-yl)(methyl)amino)-4-(4-fluorophenyl)thiazole-5-carbonitrile hydrochloride Cl.C(C)C=1N=C2N(C=C(C=C2)C=2C=NC(=CC2)N2CCC(CC2)C(=O)N2CCCCC2)C1N(C=1SC(=C(N1)C1=CC=C(C=C1)F)C#N)C